N[C@@H]1C[C@H]([C@H](CC1)NC(OC(C)(C)C)=O)F tert-butyl ((1S,2R,4S)-4-amino-2-fluorocyclohexyl)carbamate